FC(C1=C(C=CC(=C1)C(F)(F)F)N1N=C(C(=C1)NC(\C=C\C=1OC=CC1)=O)C)(F)F (E)-N-(1-(2,4-bis(trifluoromethyl)phenyl)-3-methyl-1H-pyrazol-4-yl)-3-(furan-2-yl)acrylamide